ClC=1C=C(C=C(C1)Cl)C1(CC(=NO1)N1CC2=C(C1)C=C(S2)C(=O)NCC(F)(F)F)C(F)(F)F 5-(5-(3,5-dichlorophenyl)-5-(trifluoromethyl)-4,5-dihydroisoxazol-3-yl)-N-(2,2,2-trifluoroethyl)-5,6-dihydro-4H-thieno[2,3-c]pyrrole-2-carboxamide